[Si](C)(C)(C(C)(C)C)O[C@@H]1CC[C@H](CC1)C(=O)N(C[C@@H]1CC[C@H](CC1)C1=CC(=C(C=C1)OC)C)C1=CC(=CC=C1)C=1C=NN(C1)C1CC1 trans-4-((tert-butyldimethylsilyl)oxy)-N-(3-(1-cyclopropyl-1H-pyrazol-4-yl)phenyl)-N-((trans-4-(4-methoxy-3-methylphenyl)cyclohexyl)methyl)cyclohexanecarboxamide